COC(=O)C=1C=C(C=CC1C)C#CC1N(CC1)C(=O)OC(C)(C)C tert-Butyl 2-((3-(methoxycarbonyl)-4-methylphenyl)ethynyl)azetidine-1-carboxylate